6-(6-[methyl[(2S,4S)-2-methylpiperidin-4-yl]amino]pyridazin-3-yl)-3-(pyrazol-1-yl)-1H-pyridin-2-one CN(C1=CC=C(N=N1)C1=CC=C(C(N1)=O)N1N=CC=C1)[C@@H]1C[C@@H](NCC1)C